[6-(2-carbamoyl-pyrimidin-5-yl)-2-methoxy-3-pyridinyl]-5-methyl-3-phenyl-isoxazole-4-carboxamide C(N)(=O)C1=NC=C(C=N1)C1=CC=C(C(=N1)OC)NC(=O)C=1C(=NOC1C)C1=CC=CC=C1